3-((2'-chloro-4-hydroxy-[1,1'-biphenyl]-3-yl)(4-(2,3-dichlorophenyl)piperazin-1-yl)methyl)-N-cyclopentyl-benzamide ClC1=C(C=CC=C1)C1=CC(=C(C=C1)O)C(C=1C=C(C(=O)NC2CCCC2)C=CC1)N1CCN(CC1)C1=C(C(=CC=C1)Cl)Cl